OCCN(CC[Na])CCO N,N-bis(2-hydroxyethyl)-2-aminoethyl-sodium